COC(C(CCC(C1=CC=CC=C1)=O)NC(=O)OC(C)(C)C)=O 2-((tert-Butoxycarbonyl)amino)-5-oxo-5-phenylpentanoic acid methyl ester